N-(5-cyclopropyl-1H-pyrazol-3-yl)-2-(1-(thiazol-5-yl)-1H-pyrazol-3-yl)acetamide C1(CC1)C1=CC(=NN1)NC(CC1=NN(C=C1)C1=CN=CS1)=O